(E)-3-(3-chloro-1H-indazol-6-yl)-N-(5-chloro-2-cyclopropylpyridin-3-yl)acrylamide ClC1=NNC2=CC(=CC=C12)/C=C/C(=O)NC=1C(=NC=C(C1)Cl)C1CC1